tert-Butyl 6-chloro-7-(methylamino)-3,4-dihydroisoquinoline-2(1H)-carboxylate ClC=1C=C2CCN(CC2=CC1NC)C(=O)OC(C)(C)C